O[C@]12[C@@H]3CC[C@@H]4C[C@H](CC[C@@]4([C@H]3CC[C@@]2([C@H](CC1)C=1C=CC(OC1)=O)C)C)N(C(OCCN1CCNCC1)=O)C 2-(piperazin-1-yl)ethyl ((3S,5R,8R,9S,10S,13R,14S,17R)-14-hydroxy-10,13-dimethyl-17-(2-oxo-2H-pyran-5-yl)hexadecahydro-1H-cyclopenta[a]phenanthren-3-yl)(methyl)carbamate